CN1CCN(CC1)C1=NC2=CC(=CC=C2C=C1)[C@@H]1NC[C@H](CC1)C 2-(4-methylpiperazin-1-yl)-7-((2R,5S)-5-methylpiperidin-2-yl)quinoline